8-phenylethynyl-naphthalene C1(=CC=CC=C1)C#CC=1C=CC=C2C=CC=CC12